OC1=CC=C(C=C1)/C=C/C(=O)C1=CC=C(C=C1)OCCC (E)-3-(4-Hydroxyphenyl)-1-(4-propoxyphenyl)prop-2-en-1-one